CC1(C(CCC2(C1O2)CC21C(CCCC2)O1)C(=O)[O-])C 4-epoxy-2-methylcyclohexylmethyl-3,4-epoxy-2-methylcyclohexanecarboxylate